N[C@@H](CO)C1=CC=CC=C1 (2R)-2-amino-2-phenyl-ethanol